pyrazolo[1,5-a]pyridin-3-ylpyridine-2,6-diamine N1=CC(=C2N1C=CC=C2)C=2C(=NC(=CC2)N)N